OC1=C(C=C(C=C1)C=CC(C)=O)OC 4-(4-Hydroxy-3-Methoxyphenyl)but-3-En-2-One